[Au+]=O GOLD (III) OXIDE